6-[(2R)-2-[5-fluoro-2-(methylsulfanyl)phenyl]pyrrolidin-1-yl]-N-[(3S)-pyrrolidin-3-yl]imidazo[1,2-b]pyridazine-3-carboxamide FC=1C=CC(=C(C1)[C@@H]1N(CCC1)C=1C=CC=2N(N1)C(=CN2)C(=O)N[C@@H]2CNCC2)SC